N-(3-methyl-4-((1-(3-(1-methyl-1H-pyrazol-4-yl)naphthalen-1-yl)ethyl)carbamoyl)benzyl)-1H-imidazole-2-carboxamide CC=1C=C(CNC(=O)C=2NC=CN2)C=CC1C(NC(C)C1=CC(=CC2=CC=CC=C12)C=1C=NN(C1)C)=O